OCCN1CCN(CC1)C1=CC(=NC=2N1N=C(C2C2=CC=CC=C2)C)C=2C=C(CCNC(OC(C)(C)C)=O)C=CC2 tert-butyl (3-(7-(4-(2-hydroxyethyl)piperazin-1-yl)-2-methyl-3-phenyl-pyrazolo[1,5-a]pyrimidin-5-yl)phenethyl)carbamate